1-(2-(1-(2-hydroxyethyl)-1H-imidazo[1,2-b]pyrazole-7-carbonyl)-2-azaspiro[3.3]heptan-6-yl)-1-methyl-3-(4-(trifluoromethoxy)pyridin-2-yl)urea OCCN1C=CN2N=CC(=C21)C(=O)N2CC1(C2)CC(C1)N(C(=O)NC1=NC=CC(=C1)OC(F)(F)F)C